(2s,5r)-5-(4-bromophenyl)-2-ethylmorpholine-4-carboxylic acid tert-butyl ester C(C)(C)(C)OC(=O)N1C[C@@H](OC[C@H]1C1=CC=C(C=C1)Br)CC